ClCCC1N(CCC1)C 2-(2-Chloroethyl)-1-methyl-pyrrolidine